C(C(C)C)N[C@H]1CN(CCC1)C=1N=NC(=CC1)CN1N=NC(=C1)C1=C2C=NNC2=CC(=C1)OC (3R)-N-isobutyl-1-[6-[[4-(6-methoxy-1H-indazol-4-yl)triazol-1-yl]methyl]pyridazin-3-yl]piperidin-3-amine